1-(2-((4-Methoxy-5-(1-methyl-1H-benzo[d][1,2,3]triazol-6-yl)pyrrolo[2,1-f][1,2,4]triazin-2-yl)amino)-7-azaspiro[3.5]nonan-7-yl)ethan-1-one COC1=NC(=NN2C1=C(C=C2)C=2C=CC1=C(N(N=N1)C)C2)NC2CC1(C2)CCN(CC1)C(C)=O